F[C@H]1CN(CC[C@H]1OC)C1=NC=CC(=N1)NC=1N=CC2=C(C=CC(=C2C1)[C@H]1[C@@H](C1)NC(C#CC)=O)N1CC(C1)CS(=O)(=O)C N-((1R,2S)-2-(3-((2-((3S,4R)-3-fluoro-4-methoxypiperidin-1-yl)pyrimidin-4-yl)amino)-8-(3-((methylsulfonyl)methyl)azetidin-1-yl)isoquinolin-5-yl)cyclopropyl)but-2-ynamide